pyrido[3,4-d]pyrimidin-8-one N1=CN=CC2=C1C(NC=C2)=O